2-(aziridin-1-ylmethyl)-2-((decanoyloxy)methyl)propane-1,3-diyl bis(decanoate) C(CCCCCCCCC)(=O)OCC(COC(CCCCCCCCC)=O)(COC(CCCCCCCCC)=O)CN1CC1